(2-chloro-3-methoxyphenyl)-[(3S,9aS)-3-[4-(trifluoromethoxy)-2-pyridyl]-3,4,6,7,9,9a-hexahydro-1H-pyrazino[2,1-c][1,4]oxazin-8-yl]methanone ClC1=C(C=CC=C1OC)C(=O)N1C[C@H]2CO[C@@H](CN2CC1)C1=NC=CC(=C1)OC(F)(F)F